[Br-].C(C1=CC=CC=C1)[N+]1=CC=C2C(CC(NC2=C1)=O)O[Si](C1=CC=CC=C1)(C1=CC=CC=C1)C(C)(C)C 7-benzyl-4-[tert-butyl(diphenyl)silyl]oxy-3,4-dihydro-1H-1,7-naphthyridin-7-ium-2-one bromide